2-methyl-1,4,7-trihydroxy-5-methoxy-anthraquinone CC1=C(C=2C(C3=CC(=CC(=C3C(C2C(=C1)O)=O)OC)O)=O)O